Cl.COC(CCNC(=O)OC(C)(C)C)=O N-BOC-beta-alanine methyl ester hydrochloride